N-(4-((2-(1,1-difluoroethyl)-6-(6-ethylpyridin-3-yl)pyrimidin-4-yl)amino)-5-ethoxypyridin-2-yl)acetamide FC(C)(F)C1=NC(=CC(=N1)NC1=CC(=NC=C1OCC)NC(C)=O)C=1C=NC(=CC1)CC